6-Acetyl-4-chloro-2-{[2-(trimethylsilyl)ethoxy]methyl}-2H-indazol-7-yl trifluoromethanesulfonate FC(S(=O)(=O)OC1=C(C=C(C2=CN(N=C12)COCC[Si](C)(C)C)Cl)C(C)=O)(F)F